tert-butyl (E)-(4-(3-(2,6-dioxopiperidin-3-yl)phenyl)but-3-en-1-yl)carbamate O=C1NC(CCC1C=1C=C(C=CC1)/C=C/CCNC(OC(C)(C)C)=O)=O